phenyl 2,5-dihydroxybenzoate OC1=C(C(=O)OC2=CC=CC=C2)C=C(C=C1)O